N1(CCOCC1)C1=CC=C2C(=N1)NC=C2C2=NC(=NC=C2C(F)(F)F)C2C(CCC21CCNCC1)N (4-(6-morpholinyl-1H-pyrrolo[2,3-b]pyridin-3-yl)-5-(trifluoromethyl)pyrimidin-2-yl)-8-azaspiro[4.5]decan-2-amine